5-(amino(cyclopropyl)methyl)-6-chloropyridazin-3-amine NC(C=1C=C(N=NC1Cl)N)C1CC1